5-fluoro-3-(2-(3-(4-methoxyphenyl)-4-oxothiazolidine-2-ylidene)hydrazono)indol-2-one FC=1C=C2C(C(NC2=CC1)=O)=NN=C1SCC(N1C1=CC=C(C=C1)OC)=O